2-[4-[(dimethylamino)methyl]phenyl]-1,3,10-triazatricyclo[6.4.1.04,13]trideca-2,4,6,8(13)-tetraen-9-one CN(C)CC1=CC=C(C=C1)C=1N2CCNC(C=3C=CC=C(N1)C23)=O